C(#N)C1=C(C=CC=C1)N1N=CC(=C1)C=1C(=CC(N(C1)C)=O)C1=CC=C(C(=O)O)C=C1 4-{5-[1-(2-Cyano-phenyl)-1H-pyrazol-4-yl]-1-methyl-2-oxo-1,2-dihydro-pyridin-4-yl}-benzoic acid